N-((2R,3S)-1-(5-chloro-3-fluoro-4-hydroxypyridin-2-yl)-2-((((CIS)-4-phenylcyclohexyl)oxy)methyl)pyrrolidin-3-yl)methanesulfonamide ClC=1C(=C(C(=NC1)N1[C@H]([C@H](CC1)NS(=O)(=O)C)CO[C@@H]1CC[C@@H](CC1)C1=CC=CC=C1)F)O